NC1=NN(C=C1C=1C=C2CCNC(C2=CC1)=O)C=1C=C(C=CC1F)NC(C=C)=O N-(3-(3-amino-4-(1-oxo-1,2,3,4-tetrahydroisoquinolin-6-yl)-1H-pyrazol-1-yl)-4-fluorophenyl)acrylamide